FC=1C=CC=C2C(=C(C=NC12)C1=NC(N(C2=CC=CC=C12)C)(C)C)C 4-(8-fluoro-4-methylquinolin-3-yl)-1,2,2-trimethyl-1,2-dihydroquinazoline